1-(1,2,3,4,5,6,7,8-octahydro-2,3,8,8-tetramethyl-2-naphthyl)ethane-1-one CC1(CC=2C(CCCC2CC1C)(C)C)C(C)=O